4-{[2,4-bis(difluoromethyl)phenoxymethyl]-3-methoxyphenyl}-2H,4H,5H,6H,7H-pyrazolo[3,4-b]pyridin-6-one FC(C1=C(OCC2=C(C=CC=C2OC)C2C=3C(NC(C2)=O)=NNC3)C=CC(=C1)C(F)F)F